C(#N)C1=CC(=C(OC2=NC(=CC(=C2C(=O)O)C)C(F)(F)F)C=C1)OC 2-(4-cyano-2-methoxy-phenoxy)-4-methyl-6-(trifluoromethyl)pyridine-3-carboxylic acid